CC1(OC2=C(C=CC=C2C=C1)C=1C=C(SC1)NC(=O)C1CCCCC1)C N-(4-(2,2-dimethyl-2H-chromen-8-yl)thiophen-2-yl)cyclohexylcarboxamide